COC(=O)[C@H]1[C@@H](CCC1)CN1N=CC=2C1=NC(=NC2)Cl.C(=C)C=2C(=C(C=1CC3=CC=CC=C3C1C2)CC2=CC=CC=C2)C=C divinylbenzyl-fluorene methyl-(1R,2R)-2-[(6-chloropyrazolo[3,4-d]pyrimidin-1-yl)methyl]cyclopentanecarboxylate